4-methyl-2-(methylthio)-6-(1H-pyrazol-4-yl)pyrimidine CC1=NC(=NC(=C1)C=1C=NNC1)SC